C(C)(C)(C)OC(=O)N(C(OC(C)(C)C)=O)C=1C2=C(N=CN1)N(C(=C2)C=2C=NC(=CC2OCCO[Si](C)(C)C(C)(C)C)Cl)COCC[Si](C)(C)C tert-butyl [(tert-butoxy)carbonyl]-N-[6-(4-{2-[(tert-butyldimethylsilyl)oxy]ethoxy}-6-chloropyridin-3-yl)-7-{[2-(trimethylsilyl)ethoxy]methyl}-7H-pyrrolo[2,3-d]pyrimidin-4-yl]carbamate